C(C)OC(C1=CC=C(C=C1)C(=O)C1=C(N=C(S1)NC1=CC=C(C=C1)F)N)=O 4-[4-Amino-2-(4-fluoroanilino)thiazole-5-carbonyl]benzoic acid ethyl ester